C(C)(C)(C)OC(=O)N(CCOCCN1N=CC=C1B(O)O)C [2-[2-[2-[tert-butoxycarbonyl(methyl)amino]ethoxy]ethyl]pyrazol-3-yl]boronic acid